(S)-3-(2-methoxyethyl)-6-((1-phenylethyl)amino)pyrimidine-2,4(1h,3h)-dione COCCN1C(NC(=CC1=O)N[C@@H](C)C1=CC=CC=C1)=O